5-hydroxy-1-(2-methoxyethyl)-1H-indole-2-carboxylate OC=1C=C2C=C(N(C2=CC1)CCOC)C(=O)[O-]